N-(7-(4,4-difluoropiperidin-1-yl)furo[2,3-c]pyridin-5-yl)-4-(N-methylsulfamoyl)-2-(6-azaspiro[2.5]octan-6-yl)benzamide FC1(CCN(CC1)C=1N=C(C=C2C1OC=C2)NC(C2=C(C=C(C=C2)S(NC)(=O)=O)N2CCC1(CC1)CC2)=O)F